ClC1=CC=C(C(=N1)C1=NOC(N1)=O)NC(C)C=1C=2C3=C(N(C(C2C=C(C1)C)=O)C)N(N=C3)CC3CC3 3-(6-chloro-3-((1-(3-(cyclopropylmethyl)-4,7-dimethyl-5-oxo-4,5-dihydro-3H-pyrazolo[3,4-c]isoquinolin-9-yl)ethyl)amino)pyridin-2-yl)-1,2,4-oxadiazol-5(4H)-one